2,4-bis(thiazol-4-yl)-3,7-dimethyl-3,7-diaza-bicyclo[3.3.1]nonan-9-one S1C=NC(=C1)C1C2CN(CC(C(N1C)C=1N=CSC1)C2=O)C